OC1=CC=C(C=C1)C1=CCC(=CC1)C1=CC=C(C=C1)O 1,4-bis(4-hydroxyphenyl)-1,4-cyclohexadiene